C1(=CC=CC=C1)SCC1=NC2=C(N1)C=CC=C2 2-(phenylthiomethyl)-1H-benzo[d]imidazole